(2R,4R)-6-chloro-4-hydroxy-N-(4-{4-[5-(trifluoromethyl)pyridin-2-yl]-1H-pyrazol-1-yl}bicyclo[2.1.1]hexan-1-yl)-3,4-dihydro-2H-1-benzopyran-2-carboxamide ClC=1C=CC2=C([C@@H](C[C@@H](O2)C(=O)NC23CCC(C2)(C3)N3N=CC(=C3)C3=NC=C(C=C3)C(F)(F)F)O)C1